1H-1,2,3-benzotriazol-3-ium-1-olate N1(N=[NH+]C2=C1C=CC=C2)[O-]